5-bromo-4,7-difluoro-2,3-dihydrobenzofuran-6-carbaldehyde BrC=1C(=C(C2=C(CCO2)C1F)F)C=O